C(CCCCCCCCCCC)(=O)O.OCC(O)CO.OCC(O)CO diglycerine monolaurate